2-(2-methyl-5-nitro-1H-imidazol-1-yl)-ethyl-(2,2,2-trichloro-1-(2,6-dichloro-9H-purin-9-yl)-ethyl)-carbamate CC=1N(C(=CN1)[N+](=O)[O-])CCN(C([O-])=O)C(C(Cl)(Cl)Cl)N1C2=NC(=NC(=C2N=C1)Cl)Cl